C(C=C)(=O)N1CC(C1)C(=O)N1C2CN(CC1CC2)C2=CC=C(C=N2)C=2C=C(C=1N(C2)N=CC1C#N)OC 6-(6-(8-(1-acryloylazetidine-3-carbonyl)-3,8-diazabicyclo[3.2.1]octan-3-yl)pyridin-3-yl)-4-methoxypyrazolo[1,5-a]pyridine-3-carbonitrile